FC=1C=NC=CC1C=1N=C2N(N=CC(=C2NC(C)C)C(=O)NCCN2CCOCC2)C1 2-(3-fluoropyridin-4-yl)-8-(isopropylamino)-N-(2-morpholinoethyl)imidazo[1,2-b]pyridazine-7-carboxamide